CN(C)CCOCCN(C)C bis[2-(N,N-dimethylamino)ethyl]ether